COC1=C2C=CC(OC2=CC(=C1C(\C=C\C1=CC=CC=C1)=O)OC)(C)C (E)-1-(5,7-dimethoxy-2,2-dimethyl-2H-chromen-6-yl)-3-phenylprop-2-en-1-one